[N+](=O)([O-])C=1C=CC=2N(C3=CC=CC=C3C2C1)C1=CC=C(C=C1)C(C)=O 1-(4-(3-nitro-9H-carbazol-9-yl)phenyl)ethanone